1-acetyl-2-hydroxy-2-(p-tolyl)-5-(trifluoromethyl)indolin-3-one C(C)(=O)N1C(C(C2=CC(=CC=C12)C(F)(F)F)=O)(C1=CC=C(C=C1)C)O